ClC1=C(C=CC(=C1)C1CN(C1)C)N1C=NC(=C1)C1=NC(=NC=C1C(F)(F)F)NC1CCN(CC1)S(=O)(=O)C 4-(1-(2-chloro-4-(1-methylazetidin-3-yl)phenyl)-1H-imidazol-4-yl)-N-(1-(methylsulfonyl)piperidin-4-yl)-5-(trifluoromethyl)pyrimidin-2-amine